C(N)(OCCC(S(=O)(=O)C1=C(C(=C(C(=C1F)F)F)F)F)C(C)(C)C)=O tert-butyl(3-((perfluorophenyl)sulfonyl) propyl) carbamate